(R)-N-(2,5-dichlorobenzoyl)-3-methylmercaptopropionamido-D-leucine borate B(O)(O)O.ClC1=C(C(=O)N([C@H](CC(C)C)C(=O)O)NC(CCSC)=O)C=C(C=C1)Cl